FC=1C=C(C#N)C=CC1N1CC(N([C@]2(CCN(C2)C=O)C1=O)CC1=CC=C(C=C1)C(F)(F)F)=O (S)-3-fluoro-4-(2-formyl-7,10-dioxo-6-(4-(trifluoromethyl)benzyl)-2,6,9-triazaspiro[4.5]decan-9-yl)benzonitrile